5α-Androstan-3β,17β-diol C[C@@]12[C@H](CC[C@H]1[C@@H]1CC[C@H]3C[C@H](CC[C@]3(C)[C@H]1CC2)O)O